6-bromo-2-(1-cyclopropyl-4-fluoropiperidin-4-yl)-8-methylquinazolin-4(3H)-one BrC=1C=C2C(NC(=NC2=C(C1)C)C1(CCN(CC1)C1CC1)F)=O